C(C)C1=NC(=NO1)C=1C=C2CC[C@H](C2=CC1)NC(C1=CC(=NC=C1)C(C)(C)O)=O (R)-N-(5-(5-ethyl-1,2,4-oxadiazol-3-yl)-2,3-dihydro-1H-inden-1-yl)-2-(2-hydroxypropan-2-yl)isonicotinamide